4-[4-(Methanesulfonyl)-2,6-dioxo-3,6-dihydropyrimidin-1(2H)-yl]-5-methoxy-2-(2-methylphenoxy)benzonitrile CS(=O)(=O)C=1NC(N(C(C1)=O)C1=CC(=C(C#N)C=C1OC)OC1=C(C=CC=C1)C)=O